FC(OC1=C(C=C(C=C1)S(=O)(=O)C)N1N=C(C=2C=NC(=CC21)C=2C=NN1C2N=CC=C1)C)F 1-(2-(difluoromethoxy)-5-(methylsulfonyl)phenyl)-3-methyl-6-(pyrazolo[1,5-a]pyrimidin-3-yl)-1H-pyrazolo[4,3-c]pyridine